N,N'-Dimethyl-L-cystine CN[C@@H](CSSC[C@@H](C(=O)O)NC)C(=O)O